8-((tert-Butoxycarbonyl)(2-hydroxyethyl)amino)-2-chloro-7,8-dihydro-1,6-naphthyridine-6(5H)-carboxylic acid tert-butyl ester C(C)(C)(C)OC(=O)N1CC=2C=CC(=NC2C(C1)N(CCO)C(=O)OC(C)(C)C)Cl